(3-((tert-Butyldiphenylsilyl)oxy)-2-hydroxypropyl)carbamic acid tert-butyl ester C(C)(C)(C)OC(NCC(CO[Si](C1=CC=CC=C1)(C1=CC=CC=C1)C(C)(C)C)O)=O